N-(6-(4-((4-((2,6-dioxopiperidin-3-yl)amino)benzyl)(methyl)amino)piperidin-1-yl)-1-((1s,4s)-4-(hydroxymethyl)cyclohexyl)-1H-benzo[d]imidazol-2-yl)-3-(trifluoromethyl)benzamide O=C1NC(CCC1NC1=CC=C(CN(C2CCN(CC2)C=2C=CC3=C(N(C(=N3)NC(C3=CC(=CC=C3)C(F)(F)F)=O)C3CCC(CC3)CO)C2)C)C=C1)=O